nickel-copper-aluminum chloride [Al](Cl)(Cl)Cl.[Cu].[Ni]